FC=1C=C(C=CC1F)[C@H]1[C@@H](CN(C1)C(COC)C(C)(C)O)NC(=O)NC1=C2C(=NN1C1=CC=CC=C1)CCC2 1-((3s,4r)-4-(3,4-difluorophenyl)-1-(3-hydroxy-1-methoxy-3-methylbutan-2-yl)pyrrolidin-3-yl)-3-(2-phenyl-2,4,5,6-tetrahydrocyclopenta[c]pyrazol-3-yl)urea